[6-(1-Ethylazetidin-3-yl)pyridazin-3-yl]-5-{2-methyl-2H-pyrazolo[4,3-b]pyridin-5-yl}phenol C(C)N1CC(C1)C1=CC=C(N=N1)C1=C(C=C(C=C1)C=1C=CC=2C(N1)=CN(N2)C)O